O1COC2=C1C=CC(=C2)CN2CCC(CC2)N(C(=O)NC2=CC(=CC=C2)C(F)(F)F)CC2=CC=CC=C2 1-(Benzo[d][1,3]dioxol-5-ylmethylpiperidin-4-yl)-1-Benzyl-3-(3-(trifluoromethyl)phenyl)urea